5-(6-((1-phenylethyl)amino)dibenzo[b,d]furan-2-yl)isoindolin-1-one C1(=CC=CC=C1)C(C)NC1=CC=CC=2C3=C(OC21)C=CC(=C3)C=3C=C2CNC(C2=CC3)=O